[2-(2,4-dimethylbenzene-1-sulfonyl)-1,3-thiazol-4-yl](difluoro)acetic acid CC1=C(C=CC(=C1)C)S(=O)(=O)C=1SC=C(N1)C(C(=O)O)(F)F